[NH4+].[Ru+3] ruthenium ammonium salt